1,1,3,3-tetramethylguanidine hydrogen sulfate S(=O)(=O)(O)O.CN(C(=N)N(C)C)C